1-(difluoromethyl)-N-(3-(7-{[(3S,4R)-3-fluoro-1-methylpiperidin-4-yl]amino}-3-(2,2,2-trifluoroethyl)pyrazolo[1,5-a]pyridin-2-yl)prop-2-yn-1-yl)-1H-pyrazole-4-carboxamide FC(N1N=CC(=C1)C(=O)NCC#CC1=NN2C(C=CC=C2N[C@H]2[C@H](CN(CC2)C)F)=C1CC(F)(F)F)F